Amyl Butyrate (pentyl butanoate) C(CCCC)C(C(=O)O)CC.C(CCC)(=O)OCCCCC